(2'R,4'R,6S,10R,13S)-2'-acetyl-2',6,10,13-tetramethyl-7,8,10,12,13,14,15,16-octahydrospiro[cyclopenta[a]phenanthrene-17,4'-[1,3]dioxane]-3,5'(6H)-dione C(C)(=O)[C@@]1(OCC([C@@]2(O1)CCC1C3C[C@@H](C4=CC(C=C[C@@]4(C3=CC[C@@]12C)C)=O)C)=O)C